The molecule is a member of the class of benzamides that is obtained by the formal condensation of 2,4-dichlorobenzoic acid and benzotriazole. It acts as an inhibitor for tubulin acetylation mediated by trichostatin A. It has a role as an inhibitor. It is a member of benzotriazoles, a member of benzamides and a dichlorobenzene. It derives from a 2,4-dichlorobenzoic acid and a benzotriazole. C1=CC=C2C(=C1)N=NN2C(=O)C3=C(C=C(C=C3)Cl)Cl